fluoro-5-(1-(4-(5-fluoro-4-(2H-1,2,3-triazol-4-yl)pyrimidin-2-yl)piperazine-1-carbonyl)-4,5-dihydro-1H-pyrazol-5-yl)benzonitrile FC1=C(C#N)C=C(C=C1)C1CC=NN1C(=O)N1CCN(CC1)C1=NC=C(C(=N1)C1=NNN=C1)F